Cl.Cl.CC(C)[C@H]1CN(CCN1)C=1N=NC(=CN1)C1=C(C=CC=C1)O 2-{3-[(3S)-3-(prop-2-yl)piperazin-1-yl]-1,2,4-triazin-6-yl}phenol dihydrochloride